(R)-6-bromo-N4-(1-(3-(difluoromethyl)-2-fluorophenyl)ethyl)-N2-methyl-quinazoline-2,4-diamine BrC=1C=C2C(=NC(=NC2=CC1)NC)N[C@H](C)C1=C(C(=CC=C1)C(F)F)F